N-(4-fluoro-3-(3-methoxyquinoxaline-6-carbonyl)phenyl)trimethylacetamide FC1=C(C=C(C=C1)NC(C(C)(C)C)=O)C(=O)C=1C=C2N=C(C=NC2=CC1)OC